ClC1=NC=CC(=C1)N1N=CC(=C1C(F)(F)F)C(=O)NC=1C=NC(=C(C1)C#N)N1N=CC=N1 1-(2-chloropyridin-4-yl)-N-(5-cyano-6-(2H-1,2,3-triazol-2-yl)pyridin-3-yl)-5-(trifluoromethyl)-1H-pyrazole-4-carboxamide